[S].[Mg].[K] potassium magnesium sulfur